1-cyclopropyl-6-fluoro-7-(4-methylpiperazin-1-yl)-3-({[(2-methylpyridin-4-yl)methyl][(3s)-1-(pyridin-3-yl)piperidin-3-yl]amino}methyl)-1,4-dihydroquinolin-4-one C1(CC1)N1C=C(C(C2=CC(=C(C=C12)N1CCN(CC1)C)F)=O)CN([C@@H]1CN(CCC1)C=1C=NC=CC1)CC1=CC(=NC=C1)C